N-(4-chloropyrazolo[1,5-d][1,2,4]triazin-7-yl)-4-methyl-1,4-oxazepan-6-amine ClC=1C=2N(C(=NN1)NC1CN(CCOC1)C)N=CC2